4-methylthio-phenyl-phosphine oxide CSC1=CC=C(C=C1)[PH2]=O